(1R,3S,4R)-5,5-difluoro-N-((S,E)-4-fluoro-4-(methylsulfonyl)-1-((R)-2-oxopyrrolidin-3-yl)but-3-en-2-yl)-2-(9-hydroxy-9H-fluorene-9-carbonyl)-2-azabicyclo[2.2.2]octane-3-carboxamide FC1([C@H]2[C@H](N([C@@H](C1)CC2)C(=O)C2(C1=CC=CC=C1C=1C=CC=CC21)O)C(=O)N[C@@H](C[C@@H]2C(NCC2)=O)\C=C(\S(=O)(=O)C)/F)F